ClC1=CC=C(C=C1)C1=NC(=NC(=N1)C1=CC=C(C=C1)Cl)OC 4,6-bis(4-chlorophenyl)-2-methoxy-1,3,5-triazine